C(#N)C1=C(C=C(OC2(C(CC2(C)C)(C)C)N2C(N=CC(=C2)C(=O)N)N2CCC(CC2)CO)C=C1)OC (1r,3r)-3-((4-cyano-3-methoxyphenoxy)-2,2,4,4-tetramethylcyclobutyl)-2-(4-(hydroxymethyl)piperidin-1-yl)pyrimidine-5-carboxamide